NC1CC(N(C1)C1=CC=C(C=C1)S(=O)(=O)N1CCN(CC1)C1=NC(=CC(=C1)C(F)F)Cl)=O 4-amino-1-[4-[4-[6-chloro-4-(difluoromethyl)-2-pyridinyl]piperazin-1-yl]sulfonylphenyl]pyrrolidin-2-one